OCCCCCO 1,5-dihydroxy-n-pentane